2,2'-methylenebis(6-tert-butyl-4-methylphenol) acrylate C(C=C)(=O)OC1=C(C=C(C=C1C(C)(C)C)C)CC1=C(C(=CC(=C1)C)C(C)(C)C)O